2-(2-trifluoromethyl-benzylidene)-5-hydroxy-2,3-dihydro-1H-inden-1-one FC(C1=C(C=C2C(C3=CC=C(C=C3C2)O)=O)C=CC=C1)(F)F